L-carnitine L-histidinate hydrochloride Cl.N[C@@H](CC1=CNC=N1)C(=O)O[C@@H](C[N+](C)(C)C)CC([O-])=O